CO[C@@H]1[C@@H](COC1)C=1N=CC2=C(N1)NC(=C2)C#N ((3R,4R)-4-methoxytetrahydrofuran-3-yl)-7H-pyrrolo[2,3-d]pyrimidine-6-carbonitrile